ClC=1C=C(C=CC1O)/C=C/C(=O)C1=C(C=CC=C1O)OCCCCCCCCCC (E)-3-(3-Chloro-4-hydroxyphenyl)-1-(2-decoxy-6-hydroxyphenyl)prop-2-en-1-one